1-[2-(3,3-difluoroazetidin-1-yl)-2-oxo-ethyl]-6-(2,4-difluoro-3-methyl-phenyl)-3-methyl-imidazo[4,5-b]pyridin-2-one FC1(CN(C1)C(CN1C(N(C2=NC=C(C=C21)C2=C(C(=C(C=C2)F)C)F)C)=O)=O)F